methyl (S)-3-(8-chloro-6-(2-chlorophenyl)-1-((2-hydroxyethyl)thio)-4H-benzo[f][1,2,4]triazolo[4,3-a][1,4]diazepin-4-yl)propionate ClC=1C=CC2=C(C(=N[C@H](C=3N2C(=NN3)SCCO)CCC(=O)OC)C3=C(C=CC=C3)Cl)C1